1-((3s,4r)-4-(3,5-difluorophenyl)-1-(2-methoxyethyl)pyrrolidin-3-yl)-3-(4-methyl-1,3-diphenyl-1H-pyrazol-5-yl)urea FC=1C=C(C=C(C1)F)[C@H]1[C@@H](CN(C1)CCOC)NC(=O)NC1=C(C(=NN1C1=CC=CC=C1)C1=CC=CC=C1)C